5-([1,2,4]triazolo[4,3-a]pyridin-6-yl)-2-(6-(((1r,2r,3s,5s)-2-fluoro-9-azabicyclo[3.3.1]non-3-yl)oxy)pyridazin-3-yl)phenol N=1N=CN2C1C=CC(=C2)C=2C=CC(=C(C2)O)C=2N=NC(=CC2)O[C@@H]2[C@@H]([C@H]1CCC[C@@H](C2)N1)F